N-methyl-propenyl-amine CNC=CC